C(C)OC(=O)C=1N=C(OC1C1=CC=NC=C1)C1=CC=C(C=C1)C(F)(F)F 5-(pyridin-4-yl)-2-(4-(trifluoromethyl)phenyl)Oxazole-4-carboxylic acid ethyl ester